FC(C1CCC(CC1)C1C(NC(N1)=O)=O)(F)F 5-((1r,4r)-4-(trifluoromethyl)cyclohexyl)imidazolidine-2,4-dione